ClC1=NC(=CC(=C1)C=C)Cl 2,6-Dichloro-4-vinylpyridine